OC(=O)C(F)(F)F.CC1N(CCNC1)C(=O)N methylpiperazine-1-carboxamide TFA salt